C(CCC)C=C(C(=O)OC(C[N+](C)(C)C)=P(=O)CCOC(C(=C)C)=O)C 2-methacryloyloxyethyl-phosphorylcholine n-butyl-methacrylate